OC[C@H](C1=CC=CC=C1)NC1=CC(=NC=C1C1=NC(=NO1)C(C)(C)O)NC1=NC=C2C(=N1)N(NC2=O)C (S)-6-((4-((2-hydroxy-1-phenylethyl)amino)-5-(3-(2-hydroxypropan-2-yl)-1,2,4-oxadiazol-5-yl)pyridin-2-yl)amino)-1-methyl-1,2-dihydro-3H-pyrazolo[3,4-d]pyrimidin-3-one